ClC=1C=C(CC2C(CCC2)O)C=CC1 2-(3-chlorobenzyl)cyclopentane-1-ol